tert-butyl (R)-4-(4-((4-([1,2,4]triazolo[1,5-a]pyridin-7-yloxy)-2-fluoro-5-methylphenyl)amino)pyrido[3,2-d]pyrimidin-6-yl)-2-ethylpiperazine-1-carboxylate N=1C=NN2C1C=C(C=C2)OC2=CC(=C(C=C2C)NC=2C1=C(N=CN2)C=CC(=N1)N1C[C@H](N(CC1)C(=O)OC(C)(C)C)CC)F